1-Chloronaphthalen-2-ol ClC1=C(C=CC2=CC=CC=C12)O